N-[1-methyl-3-(methylcarbamoyl)-1H-pyrazol-4-yl]-2-(1H-pyrazol-4-yl)-1,3-thiazole-4-carboxamide CN1N=C(C(=C1)NC(=O)C=1N=C(SC1)C=1C=NNC1)C(NC)=O